CC(C=C)(CCC=C(C)C)C(=O)O.C(=O)OC(C)(C=C)CCC=C(C)C Linalyl Formate (3,7-dimethylocta-1,6-dien-3-yl formate)